5-((2-(2-fluoro-5-((6-fluoro-4-(methylsulfanyl)-1H-indol-5-yl)oxy)phenyl)-1H-imidazol-5-yl)methyl)-2,3-dihydro-1H-indene-2-carboxylic acid methyl ester COC(=O)C1CC2=CC=C(C=C2C1)CC1=CN=C(N1)C1=C(C=CC(=C1)OC=1C(=C2C=CNC2=CC1F)SC)F